2-(2-chloroethyl)-4-methoxybenzoyl chloride ClCCC1=C(C(=O)Cl)C=CC(=C1)OC